C1(=C(C(=C(C(=C1[2H])[2H])[2H])[2H])[2H])CS(=O)(=O)OC1=C(O[C@](C1=O)([2H])C1=CC=C(C=C1)C(F)(F)F)N (R)-2-amino-4-oxo-5-(4-(trifluoromethyl)phenyl)-4,5-dihydrofuran-3-yl-5-d (phenyl-d5)methanesulfonate